4'-bromo-N-phenyl-[1,1'-biphenyl]-4-amine BrC1=CC=C(C=C1)C1=CC=C(C=C1)NC1=CC=CC=C1